2-phenyl-9,10-bis(4-(4,4-dimethyloxazolin-2-yl)phenyl)anthracene C1(=CC=CC=C1)C1=CC2=C(C3=CC=CC=C3C(=C2C=C1)C1=CC=C(C=C1)C=1OCC(N1)(C)C)C1=CC=C(C=C1)C=1OCC(N1)(C)C